ClC1=CC=C(C(=N1)C1=C(C2=C(COB2O)C=C1)F)NC(C)C=1C=C(C=C2C(C(=C(OC12)C1CC1)C)=O)C 8-[1-[[6-chloro-2-(7-fluoro-1-hydroxy-3H-2,1-benzoxaborol-6-yl)-3-pyridyl]amino]ethyl]-2-cyclopropyl-3,6-dimethyl-chromen-4-one